FC1=CC=C(C=C1)[C@@H]1N(CCC2=CC=CC=C12)C1=N[C@]2(CO1)C[C@H](CC2)N (5S,7S)-2-((S)-1-(4-fluorophenyl)-3,4-dihydroisoquinolin-2(1H)-yl)-3-oxa-1-azaspiro[4.4]non-1-en-7-amine